O=C1NC(CCC1N1C(C2=CC=C3C(=C2C1)OCC31CCN(CC1)CC=1C=C(C=CC1)NC(C1=CC=C(C=C1)C)=O)=O)=O N-(3-((7-(2,6-dioxopiperidin-3-yl)-6-oxo-7,8-dihydro-2H,6H-spiro[furo[2,3-e]isoindole-3,4'-piperidin]-1'-yl)methyl)phenyl)-4-methylbenzamide